C[C@H]1C[C@@]23CC[C@H]4[C@@H](CCC4(C)C)[C@H]([C@@H]2CC[C@@H]1C3)C grayanotoxane